FC=1C=C(C=C(C1)C(F)(F)F)CC1=CC(=NC=C1)N1N=NC2=C1CCC[C@@H]2N (4S)-1-(4-{[3-fluoro-5-(trifluoromethyl)phenyl]methyl}pyridin-2-yl)-4,5,6,7-tetrahydro-1H-benzotriazol-4-amine